3-(1H-imidazo[4,5-c]pyridin-2-yl)-1H-pyrazolo[3,4-c]pyridine N1C(=NC=2C=NC=CC21)C2=NNC1=CN=CC=C12